N1=CC=C(C=C1)CNC(=O)C1=CN=CS1 N-(pyridin-4-ylmethyl)-1,3-thiazole-5-carboxamide